C1(CC1)NC(C([C@H](C[C@H]1C(NCC1)=O)NC(CCCC)=O)O)=O N-((2S)-4-(cyclopropylamino)-3-hydroxy-4-oxo-1-((S)-2-oxopyrrolidin-3-yl)butan-2-yl)pentanamide